ClC=1C(=NC=C(C1[C@@H](C)OC=1C=C2C(=NNC2=CC1OC)C=1C=C(C(=NC1)N1CC2(CN(C2)S(=O)(=O)C)C1)C#N)Cl)C 5-[5-[(1R)-1-(3,5-dichloro-2-methyl-4-pyridyl)ethoxy]-6-methoxy-1H-indazol-3-yl]-2-(2-methylsulfonyl-2,6-diazaspiro[3.3]heptan-6-yl)pyridine-3-carbonitrile